COC(=O)C1=CC(=NN1C)OC(F)(F)Br 3-(bromodifluoromethoxy)-1-methyl-1H-pyrazole-5-carboxylic acid methyl ester